C(C=C)(=O)O.P(=O)(OCCCO)(O)O hydroxypropyl phosphate acrylate